Methyl 4-methyl-2-(3,3,3-trifluoroprop-1-en-2-yl)pyridine-3-carboxylate CC1=C(C(=NC=C1)C(=C)C(F)(F)F)C(=O)OC